3-(6-(4-(trifluoromethyl)phenyl)pyridin-2-yl)propanoic acid FC(C1=CC=C(C=C1)C1=CC=CC(=N1)CCC(=O)O)(F)F